OC[C@H](C1=CC=CC=C1)NC1=NC(=NC=C1C1=NC(=NO1)C12CCN(CC1)CC2)NC2=CC=C1C(NN(C1=C2)C(C)C)=O (S)-6-((4-((2-hydroxy-1-phenylethyl)amino)-5-(3-(quinuclidin-4-yl)-1,2,4-oxadiazol-5-yl)pyrimidin-2-yl)amino)-1-isopropyl-1,2-dihydro-3H-indazol-3-one